((2S)-1-((((2R)-1-acetyl-4-(3-(cyclopropylmethoxy)-4-(difluoromethoxy) phenyl) pyrrolidin-2-yl) methyl) amino)-5-(ethyl (methyl) amino)-1,5-dioxopentan-2-yl) carbamate C(N)(O[C@H](C(=O)NC[C@@H]1N(CC(C1)C1=CC(=C(C=C1)OC(F)F)OCC1CC1)C(C)=O)CCC(=O)N(C)CC)=O